α-Azido-4-methoxyphenylacetic acid N(=[N+]=[N-])C(C(=O)O)C1=CC=C(C=C1)OC